C(C)OC(CC(C(=O)OC(C)(C)C)C(=O)OC(C)(C)C)=O 2-tert-butoxycarbonyl-succinic acid 1-tert-butyl ester 4-ethyl ester